(S)-2-(3-(2-((R)-3-fluoropyrrolidin-1-yl)ethyl)-4-methyl-6-oxopyridazin-1(6H)-yl)-4-methylpentanoic acid F[C@H]1CN(CC1)CCC1=NN(C(C=C1C)=O)[C@H](C(=O)O)CC(C)C